(2-acetyl-4-isobutylphenyl)(5-(2,1,3-benzothiadiazol-5-yl)-3-methoxy-2-thienyl)methanone C(C)(=O)C1=C(C=CC(=C1)CC(C)C)C(=O)C=1SC(=CC1OC)C1=CC=2C(=NSN2)C=C1